8-(2-((cis-4-(trifluoromethoxy)cyclohexyl)amino)-7H-pyrrolo[2,3-d]pyrimidin-5-yl)-3,4-dihydrobenzo[f][1,4]oxazepin-5(2H)-one FC(O[C@H]1CC[C@H](CC1)NC=1N=CC2=C(N1)NC=C2C2=CC1=C(C(NCCO1)=O)C=C2)(F)F